nicotine sulfate (nicotinate) C(C1=CN=CC=C1)(=O)O.S(=O)(=O)(O)O.N1=CC=CC(=C1)C1N(C)CCC1